OCC1=CC=CC=2NC(=NC21)NC(CC(=O)NC)C2=CC(=CC=C2)SC(F)(F)F 3-{[4-(hydroxymethyl)-1H-1,3-benzodiazol-2-yl]amino}-N-methyl-3-{3-[(trifluoromethyl)sulfanyl]phenyl}propanamide